(S)-2-(1-propenoyl-pyrrolidin-2-yl)-1-amino-4-(4-((4-methoxypyridin-2-yl)carbamoyl)phenyl)-1H-imidazole-5-carboxamide C(C=C)(=O)N1[C@@H](CCC1)C=1N(C(=C(N1)C1=CC=C(C=C1)C(NC1=NC=CC(=C1)OC)=O)C(=O)N)N